5-fluoro-N2-(2-methyl-1,2,3,4-tetrahydroisoquinolin-7-yl)pyrimidine-2,4-diamine FC=1C(=NC(=NC1)NC1=CC=C2CCN(CC2=C1)C)N